C(C)C=1C=C(C2=C(C(=NO2)NC2=CC(=CC=C2)C(F)(F)F)C1)C#CC1=CN=C2N1N=CC=C2 5-ethyl-7-(imidazo[1,2-b]pyridazin-3-ylethynyl)-N-(3-(trifluoromethyl)phenyl)benzo[d]isoxazol-3-amine